O[C@@]1(C([C@](CCC1)(C1=CC=C(C=C1)C(F)(F)F)NC)=O)C (2S,6S)-2-hydroxy-2-methyl-6-methylamino-6-(4-(trifluoromethyl)phenyl)cyclohexan-1-one